N-(3-BROMO-1-METHYL-1H-INDAZOL-7-YL)-1-(2-(TRIFLUOROMETHYL)PYRIDIN-4-YL)-1H-PYRAZOLE-4-SULFONAMIDE BrC1=NN(C2=C(C=CC=C12)NS(=O)(=O)C=1C=NN(C1)C1=CC(=NC=C1)C(F)(F)F)C